C1(=CC=CC=C1)C1(C(C=CC=C1)O)C1=CC=CC=C1 ortho-phenyl-o-phenylphenol